O[C@H]1[C@@H]2C(N([C@H](C1)C2)CC2=CC=C(C=C2)OC)=O (1S,4R,5R)-5-hydroxy-2-[(4-methoxyphenyl)methyl]-2-azabicyclo[2.2.1]heptan-3-one